CC(C(=O)OCC=C)(C=O)C allyl 2,2-dimethyl-3-oxopropanoate